4-(4-(1-(cyclopentylmethyl)piperidin-3-yl)phenyl)pyridine C1(CCCC1)CN1CC(CCC1)C1=CC=C(C=C1)C1=CC=NC=C1